COC=1C=C2[C@]3(C(NC2=CC1)=O)[C@@H](C3)C3=CC=C1C(=NNC1=C3)NC3=NC=NC(=C3OC)N3CCOCC3 (1R,2S)-5'-methoxy-2-(3-{[5-methoxy-6-(morpholin-4-yl)pyrimidin-4-yl]amino}-1H-indazol-6-yl)spiro[cyclopropane-1,3'-indol]-2'(1'H)-one